[Cl-].C(CCC)N1C(=[N+](C=C1)C)C 1-butyl-2,3-dimethyl-imidazolium chloride salt